NCCCCNC1=C2C(N(C(C2=CC=C1)=O)C1C(NC(CC1)=O)=O)=O 4-(4-aminobutylamino)-2-(2,6-dioxo-3-piperidyl)isoindoline-1,3-dione